COC1=C(C=CC(=C1)OC)CNC=1N=CC2=C(N1)N(C(C(=C2)N2CCN(C1=C(C=CC=C21)C)C(=O)OCC2=CC=CC=C2)=O)C2=CC=C(C=C2)CN2CCN(CC2)C benzyl 4-[2-[(2,4-dimethoxyphenyl) methylamino]-8-[4-[(4-methylpiperazin-1-yl) methyl] phenyl]-7-oxo-pyrido[2,3-d]pyrimidin-6-yl]-8-methyl-2,3-dihydroquinoxaline-1-carboxylate